N1N=CC=2C1=NC=NC2 1H-pyrazolo[3,4-d]Pyrimidine